[2-(2,3,4,5-tetramethyl-cyclopentadienyl)-4-tertiary butyl-6-tritylphenoxy]titanium dichloride [Cl-].[Cl-].CC=1C(C(=C(C1C)C)C)C1=C(O[Ti+2])C(=CC(=C1)C(C)(C)C)C(C1=CC=CC=C1)(C1=CC=CC=C1)C1=CC=CC=C1